5-cyclopropyl-2-(4-(2,6-difluorophenoxy)-3-isopropoxy-5-methyl-1H-pyrazol-1-yl)-3-fluoropyridine C1(CC1)C=1C=C(C(=NC1)N1N=C(C(=C1C)OC1=C(C=CC=C1F)F)OC(C)C)F